(3-methoxy-phenyl)-methanol COC=1C=C(C=CC1)CO